N1(CCCC1)C(C=O)C 2-(pyrrolidin-1-yl)propan-1-one